3-(2-(methylthio)-5,5a,6,6a-tetrahydrocyclopropa[4,5]cyclopenta[1,2-d]pyrimidin-4-yl)benzamide CSC=1N=C(C2=C(N1)C1C(C2)C1)C=1C=C(C(=O)N)C=CC1